5-chloro-N-((1r,4r)-4-((3-(6-(2-hydroxyethoxy)pyridin-3-yl)-2-oxo-2,3-dihydro-1H-benzo[d]imidazol-1-yl)methyl)cyclohexyl)-2-methylnicotinamide ClC=1C=NC(=C(C(=O)NC2CCC(CC2)CN2C(N(C3=C2C=CC=C3)C=3C=NC(=CC3)OCCO)=O)C1)C